2-((2-chloro-6-cyclopropyl-5-oxo-5,6,7,8-tetrahydro-1,6-naphthyridin-4-yl)oxy)-1-fluoro-5,6,8,9,10,11-hexahydro-7H-pyrido[3',4':4,5]pyrrolo[2,3-f]isoquinolin-7-one ClC1=NC=2CCN(C(C2C(=C1)OC=1N=CC=2CCC3=C(C2C1F)NC1=C3C(NCC1)=O)=O)C1CC1